Chloropurine C1C=C[C@@H](C[C@@H]1CO)N2C=NC3=C2N=CN=C3Cl